N12CCNC3=CC=CC=C3OC3=CC=CC=C3NCCN(CCOCC1)CCOCC2 11,24,29-Trioxa-1,4,18,21-tetraazatetracyclo[19.5.5.05,10.012,17]hentriaconta-5,7,9,12,14,16-hexaene